NC1=NC=NN2C1=NC=C2C=2C=C(C=CC2C)S(=O)(=O)N2CC(CC2)NC(C)=O N-(1-((3-(4-Aminoimidazo[2,1-f][1,2,4]triazin-7-yl)-4-methylphenyl)sulfonyl)pyrrolidin-3-yl)acetamide